(4-bromobenzyloxy)-6-methoxy-2-phenylquinoxaline BrC1=CC=C(COC=2C(=NC3=CC=C(C=C3N2)OC)C2=CC=CC=C2)C=C1